tert-butyl 4-((1-(4-((2,6-dioxopiperidin-3-yl)(methyl)amino)phenyl)piperidin-4-yl)methyl)piperazine-1-carboxylate O=C1NC(CCC1N(C1=CC=C(C=C1)N1CCC(CC1)CN1CCN(CC1)C(=O)OC(C)(C)C)C)=O